glycerol tridecenate C(C=CCCCCCCCCCC)(=O)OCC(O)CO